2-bromo-1-(2-fluorophenyl)ethan-1-one BrCC(=O)C1=C(C=CC=C1)F